tert-butyl 2-(3-isopropyl-1-methyl-1H-indazol-7-yl)acetate C(C)(C)C1=NN(C2=C(C=CC=C12)CC(=O)OC(C)(C)C)C